1-(6-(6-(trifluoromethyl)-2,3-dihydro-4H-benzo[b][1,4]thiazin-4-yl)hexyl)piperidin-2-one FC(C1=CC2=C(SCCN2CCCCCCN2C(CCCC2)=O)C=C1)(F)F